2-fluoro-3-chloro-pyridine-5-boronic acid FC1=NC=C(C=C1Cl)B(O)O